C(=C)C=1C(=C(C=CC1)CS(=O)(=O)NC)F 1-(3-ethenyl-2-fluorophenyl)-N-methylmethanesulfonamide